(2S)-1-(((1r,3R,5S)-adamantan-1-yl)glycyl)pyrrolidine-2-carbonitrile C12(CC3CC(CC(C1)C3)C2)NCC(=O)N2[C@@H](CCC2)C#N